C(C=C)[Si](CCCCCOC(C(=C)C)=O)(CC=C)CC=C 5-(triallylsilyl)pentylmethacrylate